(Z)-1-(4-fluorostyryl)-2-naphthaldehyde FC1=CC=C(\C=C/C2=C(C=CC3=CC=CC=C23)C=O)C=C1